OC(C(O)C1=CC=C(C=C1)C(=C)C)(C)C 2-hydroxy-2-methyl[4-(1-methylvinyl)phenyl]propanol